ClC1=C(C=C(N=N1)N1CC[C@H]2[C@@H]1CN(CC2)C(C)=O)C 1-[(3aR,7aR)-1-(6-chloro-5-methyl-pyridazin-3-yl)-3,3a,4,5,7,7a-hexahydro-2H-pyrrolo[2,3-c]pyridin-6-yl]ethanone